CN1C(=O)C=C(N(C1=O)CC2=CC=CC=C2C#N)N3CCC[C@H](C3)[NH3+] The molecule is an organic cation obtained by protonation of the primary amino function of alogliptin. It is an ammonium ion derivative and an organic cation. It is a conjugate acid of an alogliptin.